distyrylbenzenesulfonic acid C(=CC1=CC=CC=C1)C=1C(=C(C=CC1)S(=O)(=O)O)C=CC1=CC=CC=C1